The molecule is a furan having a nitro group at position 5 and a carboxamido group in turn bearing a long-chain polyether-based multifunctional N-alkyl group at position 2. It is a C-nitro compound, a member of furans, a member of indoles, a polyether and an amino acid amide. C1CN(CCC1C(=O)NCCOCCOCCC(=O)NC(CCCCNC(=O)C2=CC=C(O2)[N+](=O)[O-])C(=O)N)C(=O)CCOCCOCCNC(=O)CCCC3=CNC4=CC=CC=C43